3-[(1S,3R)-3-[[5-(trifluoromethyl)pyrimidin-2-yl]amino]cyclohexyl]-[1,2,4]triazolo[4,3-a]pyrimidin-7-ol FC(C=1C=NC(=NC1)N[C@H]1C[C@H](CCC1)C1=NN=C2N1C=CC(=N2)O)(F)F